OC1=CC=C(C=C1)C(C)(C1=CC2=CC=CC=C2C=C1)C1=CC=C(C=C1)O Bis-(4-hydroxyphenyl)-1-(2-naphthyl)-ethan